(2S,4R)-4-(4-fluorophenyl)pyrrolidine-1,2-dicarboxylic acid 2-benzyl ester 1-(tert-butyl) ester C(C)(C)(C)OC(=O)N1[C@@H](C[C@@H](C1)C1=CC=C(C=C1)F)C(=O)OCC1=CC=CC=C1